C(C)C1=C(NC2=CC=C(C=C12)C1CCNCC1)C1=CC=2N(C=C1)N=CN2 7-(3-ethyl-5-(piperidin-4-yl)-1H-indol-2-yl)-[1,2,4]triazolo[1,5-a]pyridine